4-(2-{[(2R,7aS)-2-fluoro-hexahydro-1H-pyrrolizin-7a-yl]methoxy}-6-chloro-4-[(1S,6R)-3,9-diazabicyclo[4.2.1]non-3-yl]-8-fluoroquinazolin-7-yl)-5-ethylnaphthalen-2-ol F[C@@H]1C[C@@]2(CCCN2C1)COC1=NC2=C(C(=C(C=C2C(=N1)N1C[C@@H]2CC[C@H](CC1)N2)Cl)C2=CC(=CC1=CC=CC(=C21)CC)O)F